(4-(4-(4-(2,6-difluorobenzyl)-5-oxo-4,5-dihydro-1H-1,2,4-triazol-1-yl)-2-fluorophenoxy)-5-fluoropyridin-2-yl)carbamic acid tert-butyl ester C(C)(C)(C)OC(NC1=NC=C(C(=C1)OC1=C(C=C(C=C1)N1N=CN(C1=O)CC1=C(C=CC=C1F)F)F)F)=O